9H-indeno[1,2-B]Pyrazine-2,3-dicarbonitrile N1=C2C(=NC(=C1C#N)C#N)C=1C=CC=CC1C2